FC1=C(C(=CC=C1)C(F)(F)F)N1CN=C(C=C1)C 3-(2-fluoro-6-trifluoromethyl-phenyl)-6-methylpyrimidine